FC1=C(C=C(C=C1)NC(=O)C1=C(N(C(=C1C)C(C(=O)NC1(CCN(CC1)C=1N=NC=CC1)C)=O)C)C)C N-(4-fluoro-3-methylphenyl)-1,2,4-trimethyl-5-(2-((4-methyl-1-(pyridazin-3-yl)piperidin-4-yl)amino)-2-oxoacetyl)-1H-pyrrole-3-carboxamide